Tert-butyl 2-(4-(6-((4-cyano-2-fluorobenzyl) oxy) pyridin-2-yl)-2-fluorobenzyl)-1-((2-methyl-2H-tetrazol-5-yl) methyl)-1H-benzo[d]imidazole-6-carboxylate C(#N)C1=CC(=C(COC2=CC=CC(=N2)C2=CC(=C(CC3=NC4=C(N3CC=3N=NN(N3)C)C=C(C=C4)C(=O)OC(C)(C)C)C=C2)F)C=C1)F